ClC=1C2=C(N=CN1)SC=C2C2CCN(CC2)C(=O)OCCCC Butyl 4-(4-chlorothieno[2,3-d]pyrimidin-5-yl)piperidine-1-carboxylate